(1R,2S,5R)-1-Amino-2-(((S)-2-amino-3-(1H-indol-3-yl)propanamido)methyl)-5-(2-boronoethyl)cyclohexane-1-carboxylic acid dihydrochloride Cl.Cl.N[C@]1([C@@H](CC[C@H](C1)CCB(O)O)CNC([C@H](CC1=CNC2=CC=CC=C12)N)=O)C(=O)O